FC(C1=NC(=NO1)C=1C=CC(=NC1)CNC1=NN2C(C=CC=C2)=C1)(F)F N-({5-[5-(trifluoromethyl)-1,2,4-oxadiazol-3-yl]pyridin-2-yl}methyl)pyrazolo[1,5-a]pyridin-2-amine